5-(3,5-dichloropyridin-2-yl)-4,5,6,7-tetrahydro-3-(1H-indol-6-yl)-2-(2-isobutoxy-6-methylphenyl)-2H-pyrazolo[4,3-c]pyridine ClC=1C(=NC=C(C1)Cl)N1CC=2C(CC1)=NN(C2C2=CC=C1C=CNC1=C2)C2=C(C=CC=C2C)OCC(C)C